2-(2,6-difluorophenyl)-4,4,5,5-tetramethyl-1,3,2-dioxaborolane FC1=C(C(=CC=C1)F)B1OC(C(O1)(C)C)(C)C